C(CCC)OP(=O)([O-])[O-].[Na+].[Na+] disodium butyl-phosphate